4-[(S)-3-(2-chloro-4-methylsulfonylmethoxy-phenyl)-[1,4]oxazepan-4-yl]-6-methyl-pyrimidin-2-ylamine ClC1=C(C=CC(=C1)OCS(=O)(=O)C)[C@H]1COCCCN1C1=NC(=NC(=C1)C)N